trans-tert-butyl 2-(4-((4-benzylpiperazin-1-yl)methyl)cyclohexyl)acetate C(C1=CC=CC=C1)N1CCN(CC1)C[C@@H]1CC[C@H](CC1)CC(=O)OC(C)(C)C